C1(=CCCCC1)C=1C=C(C2=C(C=CC=C2C1)OC)NCC 3-(cyclohex-1-en-1-yl)-N-ethyl-8-methoxynaphthalen-1-amine